N(=[N+]=[N-])CCOCCNC=1N=[N+](C2=C([N+]1[O-])C=CC=C2)[O-] 3-(2-(2-azidoethoxy)ethyl)amino-1,2,4-benzotriazine-1,4-dioxide